C1(CCCCC1)P(C1=C(C=CC=C1)C1=C(C=C(C=C1C(C)C)C(C)C)C(C)C)C1CCCCC1 2-(Dicyclohexylphosphino)-2',4',6'-tri-i-propyl-1,1'-biphenyl